CC(=CCC1=C(C=CC(=C1O)C2=COC3=CC(=CC(=C3C2=O)O)O)O)C The molecule is a member of the class of 7-hydroxyisoflavones that is 7-hydroxyisoflavone substituted by additional hydroxy groups at positions 5, 2' and 4' and a prenyl group at position 3'. It has a role as a metabolite.